COC1=CC=C(C=C1)CC(=O)NC1=CC=CC=C1 (4-methoxyphenyl)acetanilide